nickel acetylacetone salt C(C)(=O)CC(C)=O.[Ni]